CC=1C=C(C=CC1C)N1N=C(C=2C=NC=3C=CC(=CC3C21)OC)C2=CC=C(C=C2)N2CCOCC2 1-(3,4-dimethylphenyl)-8-methoxy-3-(4-morpholin-4-ylphenyl)-1H-pyrazolo[4,3-c]quinoline